3-(isoquinolin-4-yl)-1-(5-methyl-2-(trifluoromethyl)pyrimidin-4-yl)-2-oxoimidazoline-4-carbonitrile C1=NC=C(C2=CC=CC=C12)N1C(N(CC1C#N)C1=NC(=NC=C1C)C(F)(F)F)=O